FC1(CCN(CC1)C(=O)NC1=CC=C(C=C1)S(F)(F)(F)(F)F)C1=NC=CC=C1C 4-Fluoro-4-(3-methylpyridin-2-yl)-N-[4-(pentafluoro-λ6-sulfanyl)phenyl]piperidin-1-carboxamid